6-(6-chloro-2,5-dimethyl-pyrimidin-4-yl)-3-(1-methylindazol-5-yl)oxy-7,8-dihydro-5H-1,6-naphthyridine ClC1=C(C(=NC(=N1)C)N1CC=2C=C(C=NC2CC1)OC=1C=C2C=NN(C2=CC1)C)C